4-n-butyl-isoquinoline-5-carboxylic acid C(CCC)C1=CN=CC=2C=CC=C(C12)C(=O)O